ClC=1C(=C(C(=CC1Cl)Cl)OC(C(=O)OC1=C(C(=C(C=C1Cl)Cl)Cl)C(=O)OCCCC(C)C)=O)C(=O)OCCCC(C)C bis(3,4,6-trichloro-2-[(4-methylpentyloxy)carbonyl] phenyl)oxalate